N-[(1S)-5-[2-(2-aminopyridin-3-yl)-5-(pyrazol-1-yl)imidazo[4,5-b]pyridin-3-yl]-2,3-dihydro-1H-inden-1-yl]-3-formyl-4-methanesulfonamidobenzamide NC1=NC=CC=C1C1=NC=2C(=NC(=CC2)N2N=CC=C2)N1C=1C=C2CC[C@@H](C2=CC1)NC(C1=CC(=C(C=C1)NS(=O)(=O)C)C=O)=O